(2S,3R,E)-ethyl-3-hydroxy-2-((E)-((1S,2S,5S)-2-hydroxy-2,6,6-trimethylbicyclo[3.1.1]heptan-3-ylidene)amino)octadec-4-enoate C(C)OC([C@H]([C@@H](\C=C\CCCCCCCCCCCCC)O)/N=C\1/[C@@]([C@@H]2C([C@H](C1)C2)(C)C)(C)O)=O